8-(3-chlorophenyl)-9-(4-((1-(3-fluoropropyl)azetidin-3-yl)methyl)phenyl)-6,7-dihydro-5H-benzo[7]annulene-3-carboxylic acid hydrochloride Cl.ClC=1C=C(C=CC1)C=1CCCC2=C(C1C1=CC=C(C=C1)CC1CN(C1)CCCF)C=CC(=C2)C(=O)O